NC=1N=NC(=CC1N1C[C@@H](OCC1)C1=CC(=C(C(=O)OC)C=C1)C)C1=C(C=CC=C1)O Methyl (S)-4-(4-(3-amino-6-(2-hydroxyphenyl)pyridazin-4-yl)morpholin-2-yl)-2-methylbenzoate